C(#N)C1=CC=C(C=C1)C=1C(=NN(C1O)C1=CC=C(C=N1)NC(=O)N1CCOCC1)C N-(6-(4-(4-cyanophenyl)-5-hydroxy-3-methyl-1H-pyrazol-1-yl)pyridin-3-yl)morpholine-4-carboxamide